O1C(=NC2=C1C=CC=C2)OC2=C(C=C(C=C2)CCC(C)(O)C2=CC=CC=C2)OC 4-[4-(1,3-benzoxazol-2-yloxy)-3-methoxyphenyl]-2-phenylbutan-2-ol